NCCNCCNCCNCCN tetra-ethylenepentaamine